naphthyridineacetic acid N1=C(C=CC2=CC=CN=C12)CC(=O)O